2-dimethylphosphinyl-sn-glycerol CP(=O)(OC(CO)CO)C